ClC=1C(=NC=C(C1)C(F)(F)F)CNC(=O)C1CN(C(C1)=O)C1=C(C=CC=C1)OC N-[[3-chloro-5-(trifluoromethyl)pyridin-2-yl]methyl]-1-(2-methoxyphenyl)-5-oxopyrrolidine-3-carboxamid